CC1(N(CC1)C(=O)O[C@H]1C[C@H](CC1)C1=CC(=NN1)NC(COC1=C(C(=CC(=C1)OC)O)C=O)=O)C (1R,3S)-3-(3-(2-(2-formyl-3-hydroxy-5-methoxyphenoxy)acetamido)-1H-pyrazol-5-yl)cyclopentyl 2,2-dimethylazetidine-1-carboxylate